BrC=1C=C(C=CC1)C1(CC(C1)C)C(=O)N(C)OC (1s,3s)-1-(3-bromophenyl)-N-methoxy-N,3-dimethyl-cyclobutane-1-carboxamide